(R)-2-(5-(tert-butyl)-3-fluoro-2-methoxyphenyl)-2-((R)-3-((5-(4-methoxy-5,6,7,8-tetrahydro-1,8-naphthyridin-2-yl)pentyl)(methyl)amino)pyrrolidin-1-yl)acetic acid C(C)(C)(C)C=1C=C(C(=C(C1)[C@H](C(=O)O)N1C[C@@H](CC1)N(C)CCCCCC1=NC=2NCCCC2C(=C1)OC)OC)F